(+/-)-Potassium tert-butoxide CC(C)(C)[O-].[K+]